NC([C@H](CCC(=O)OC(C)(C)C)N1C(C2=CC=C(C=C2C1)C1=NC(=CC(=C1C#N)C(F)(F)F)N)=O)=O tert-butyl (S)-5-amino-4-(5-(6-amino-3-cyano-4-(trifluoromethyl) pyridin-2-yl)-1-oxoisoindolin-2-yl)-5-oxopentanoate